alpha-methyl-2,4-dichlorostyryl-sulfonium Uridine-5'-triphosphate P([O-])(=O)(OP(=O)([O-])OP(=O)([O-])[O-])OC[C@@H]1[C@H]([C@H]([C@@H](O1)N1C(=O)NC(=O)C=C1)O)O.CC(=CC1=C(C=C(C=C1)Cl)Cl)[SH2+].CC(=CC1=C(C=C(C=C1)Cl)Cl)[SH2+].CC(=CC1=C(C=C(C=C1)Cl)Cl)[SH2+].CC(=CC1=C(C=C(C=C1)Cl)Cl)[SH2+]